(2S,4R)-4-hydroxy-N-(2-hydroxy-4-(4-methylthiazol-5-yl)benzyl)-1-(3-methyl-2-(4-methyl-1H-pyrazol-1-yl)butanoyl)pyrrolidine-2-carboxamide O[C@@H]1C[C@H](N(C1)C(C(C(C)C)N1N=CC(=C1)C)=O)C(=O)NCC1=C(C=C(C=C1)C1=C(N=CS1)C)O